CC1=CC(=C(C=C1)[NH-])OC(F)(F)F (4-methyl-2-trifluoromethoxyphenyl)amid